C(C1=CC=CC=C1)OC(=O)N[C@@H](C(=O)OCC1=CC=CC=C1)CNC(=O)C1=CC2=NC=CC(=C2S1)C(F)(F)F benzyl (R)-2-(((benzyloxy)carbonyl)amino)-3-(7-(trifluoromethyl)thieno[3,2-b]pyridine-2-carboxamido)propanoate